FC(C1=NN=C(S1)N1C=NC2=C1C=C(C=C2N2C[C@@H](O[C@H](C2)C)CO)S(=O)(=O)NC2(CC2)C)F |o1:18,20| rel-1-(5-(difluoromethyl)-1,3,4-thiadiazol-2-yl)-4-((2R,6S)-2-(hydroxymethyl)-6-methylmorpholino)-N-(1-methylcyclopropyl)-1H-benzo[d]imidazole-6-sulfonamide